C(C=C)N(C(OC(C)(C)C)=O)C(CCC(=C)B1OC(C(O1)(C)C)(C)C)CF tert-butyl N-allyl-N-[1-(fluoromethyl)-4-(4,4,5,5-tetramethyl-1,3,2-dioxaborolan-2-yl)pent-4-enyl]carbamate